3,6-dimethyl-2-morpholino-4H-chromen-4-one CC1=C(OC2=CC=C(C=C2C1=O)C)N1CCOCC1